methyl-3-aminopropanesulfonic acid CC(CCN)S(=O)(=O)O